FC1(CC(CC1)N1N=C(C2=C1CC([C@H]2O)(F)F)C(F)(F)F)F (4S)-1-(3,3-difluorocyclopentyl)-5,5-difluoro-3-(trifluoromethyl)-4,6-dihydrocyclopenta[c]pyrazol-4-ol